ClC1=CC(=C(C=C1)C1(OC2=C(O1)C=CC=C2C2=C(C=C(CC1=NC3=C(N1CC1=CN=CN1CC)C=C(C=C3)C(=O)O)C=C2)F)C)F 2-(4-(2-(4-chloro-2-fluorophenyl)-2-methylbenzo[d][1,3]dioxol-4-yl)-3-fluorobenzyl)-1-((1-ethyl-1H-imidazol-5-yl)methyl)-1H-benzo[d]imidazol-6-carboxylic Acid